(R)-N-(5-((3-((2,6-dimethylpyridin-4-yl)oxy)piperidin-1-yl)methyl)thiazol-2-yl)acetamide CC1=NC(=CC(=C1)O[C@H]1CN(CCC1)CC1=CN=C(S1)NC(C)=O)C